O=C1C(=CC(=CN1)[C@@H](C)ONC(=O)C=1CCN(CC1)C1=NC=C(C=N1)C(F)(F)F)C(F)(F)F (R)-N-(1-(6-oxo-5-(trifluoromethyl)-1,6-dihydropyridin-3-yl)ethoxy)-1-(5-(trifluoromethyl)pyrimidin-2-yl)-1,2,3,6-tetrahydropyridine-4-carboxamide